FC(CO)(F)C=1C(=C(C=CC1)C(C)NN1C=C(O[C@@H](C1)C)C)F (R)-4-((1-(3-(1,1-difluoro-2-hydroxyethyl)-2-fluorophenyl)ethyl)amino)-2,6-dimethyl-6H-[1,4]oxazin